1-methyl-N-((6-(oxazol-4-ylmethoxy)-1H-indol-2-yl)methyl)cyclopropane-1-carboxamide CC1(CC1)C(=O)NCC=1NC2=CC(=CC=C2C1)OCC=1N=COC1